C(CC)N1C=CC2=CC(=C(C=C12)O)O N-propyl-5,6-dihydroxyindole